C(C1=CC=CC=C1)C1CCN(CC1)CCNC(=O)C=1NC2=CC(=C(C=C2C1)O)O N-(2-(4-benzylpiperidin-1-yl)ethyl)-5,6-dihydroxy-1H-indolecarboxamide